BrC1=CC(=CC(=N1)N[C@H](CO)CC)CS(=O)(=O)C (S)-2-((6-bromo-4-((methylsulfonyl)methyl)pyridin-2-yl)amino)butan-1-ol